(2r,3r,4r,5s)-1-(hydroxymethyl)piperidine-3,4,5-triol OCN1C[C@H](C([C@H](C1)O)O)O